4-bromo-1-(3-(3-hydroxypyrrolidin-1-yl)propyl)indoline BrC1=C2CCN(C2=CC=C1)CCCN1CC(CC1)O